C(CCONCCOCCOCCOCCOCCNOCCC(=O)[O-])(=O)[O-] 4,21-dioxa-8,11,14,17-tetraoxa-5,20-diazatetracosane-1,24-dioate